CON1CC(C2=CC=CC=C12)C(=O)N methoxyindoline-3-carboxamide